C(CC)N1C(N(C=C1)CC1=CC=C(C=C1)C)CCC 1,2-dipropyl-3-(4-methylbenzyl)-imidazole